5-{7-[(2,2-difluorocyclopropyl)methoxy]-1-fluoro-3-hydroxynaphthalen-2-yl}-1λ6,2,5-thiadiazolidine-1,1,3-trione FC1(C(C1)COC1=CC=C2C=C(C(=C(C2=C1)F)N1CC(NS1(=O)=O)=O)O)F